C(C)(C)(C)C1=CN=C(S1)NC(=O)[C@@H]1C[C@@H](CC1)NC#N (1S,3R)-N-(5-tert-butyl-1,3-thiazol-2-yl)-3-(cyanoamino)cyclopentane-1-carboxamide